O1C(CC2=C1C=CC=C2)\C(\CNC(OC(C)(C)C)=O)=C\F tert-butyl (E)-2-(2,3-dihydrobenzofuran-2-yl)-3-fluoroallylcarbamate